CC=1C=C(C=CC1C)C(N)C1=CC=CC=C1 (3,4-dimethylphenyl)(phenyl)methanamine